vinyl-morpholone C(=C)N1C(COCC1)=O